C(C)(C)(C)OC(N(C(=O)OC(C)(C)C)C=1C=C2CC\C(\C(C2=C(C1)Br)=O)=C/O)=O.C1(CC1)OC1=CC=C(C=C1)C1=CC=C(C=C1)C(\C=C\C=1C=C2N=CC=NC2=CC1)=O (E)-1-(4'-cyclopropoxy-[1,1'-biphenyl]-4-yl)-3-(quinoxalin-6-yl)prop-2-en-1-one tert-Butyl-N-[(2E)-8-bromo-2-(hydroxymethylene)-1-oxo-tetralin-6-yl]-N-tert-butoxycarbonyl-carbamate